C[Pt]C dimethyl-platinum(II)